C1(CCC1)C1=NC(=C(C(=O)NC2=CC(=NC=C2)S(N)(=O)=O)C=C1)N1C[C@@H](O[C@H](C1)C(F)(F)F)C 6-cyclobutyl-2-((2s,6r)-2-methyl-6-(trifluoromethyl)morpholino)-N-(2-sulfamoylpyridin-4-yl)nicotinamide